C(CC)OC1=CC=C(C=N1)N 6-propoxypyridine-3-amine